O=C1NC(CCC1N1C(N(C2=C1C=CC=C2CN2CCCCC2)C)=O)=O 1-((1-(2,6-dioxopiperidin-3-yl)-3-methyl-2-oxo-2,3-dihydro-1H-benzo[d]imidazol-4-yl)methyl)piperidin